C(C1=CC=CC=C1)C1(NC2=CC=CC=C2C(=N1)NC1=NNC(=C1)C1CC1)N 2-benzyl-N4-(5-cyclopropyl-1H-pyrazol-3-yl)quinazoline-2,4-diamine